NC1=C(C(=NC=2N1N=CN2)C)CC=2C=CC(=C(C(=O)OC)C2)Br methyl 5-({7-amino-5-methyl-[1,2,4]triazolo[1,5-a]pyrimidin-6-yl} methyl)-2-bromobenzoate